CC=1C=C(OCC(=O)N(C2CSCC2)C2=NNC=C2)C=CC1 2-(3-methylphenoxy)-N-(1H-pyrazol-3-yl)-N-tetra-hydrothiophen-3-yl-acetamide